1-(3-(4-methoxyphenyl)-1,2,4-oxadiazol-5-yl)-N-(pyrrolidine-3-ylmethyl)piperidine-4-carboxamide COC1=CC=C(C=C1)C1=NOC(=N1)N1CCC(CC1)C(=O)NCC1CNCC1